1-Acetoxy-3-hydroxy-4-[5-(4-acetoxyphenyl)-1-methyl-1H-pyrazol-3-yl]-5-methoxy-2-(3-methylbuten-1-yl)benzene C(C)(=O)OC1=C(C(=C(C(=C1)OC)C1=NN(C(=C1)C1=CC=C(C=C1)OC(C)=O)C)O)C=CC(C)C